NC1CC(C1)OC1=C(C(=CC=C1)OC)C1=CC(=NN1)NC=1N=CC(=NC1)C#N 5-((5-(2-((1s,3s)-3-aminocyclobutoxy)-6-methoxyphenyl)-1H-pyrazol-3-yl)amino)pyrazine-2-carbonitrile